1,1,2,2,3,3,4,4,4-nonafluoro-butane-1-sulfinic acid amide FC(C(C(C(F)(F)F)(F)F)(F)F)(S(=O)N)F